COC1=C(CCN)C=C(C(=C1)C)OC 2,5-dimethoxy-4-methylphenethyl-amine